CN1N=CC(=C1C(NC1=CC=2N(C=C1)N=C(N2)C2=CC=CC=C2)=O)C(=O)O 1-methyl-5-(2-phenyl-[1,2,4]-triazolo[1,5-a]pyridin-7-ylcarbamoyl)-1H-pyrazole-4-carboxylic acid